ClC1=C(C(=CC=C1)Cl)N1CC(C1)C1=CC(=C(C=O)C=C1C)C 4-(1-(2,6-dichlorophenyl)azetidin-3-yl)-2,5-dimethylbenzaldehyde